6-Methyl-5-(3,4,5-trimethoxyphenyl)pyridin CC1=C(C=CC=N1)C1=CC(=C(C(=C1)OC)OC)OC